(E)-N-tertiary butyl-2-chloro-5-(2-ethoxyvinyl)isonicotinamide C(C)(C)(C)NC(C1=CC(=NC=C1\C=C\OCC)Cl)=O